FC1=C(C(=CC=C1)OC)N1N=C2C(=CC1=O)NN=C2C=2C=CC1=C(CN(CCO1)C(=O)OC(C)(C)C)C2 tert-butyl 7-(5-(2-fluoro-6-methoxyphenyl)-6-oxo-5,6-dihydro-1H-pyrazolo[4,3-c]pyridazin-3-yl)-2,3-dihydrobenzo[f][1,4]oxazepin-4(5H)-carboxylate